CN1N=NC2=C1C=CC=C2COC2=CC=CC=N2 6-((1-methyl-1H-benzo[d][1,2,3]triazol-4-yl)methoxy)pyridin